4-[(3-cyano-benzyl)amino]-2-[(1-methyl-1H-pyrazol-4-yl)amino]pyrimidin-5-carboxamide C(#N)C=1C=C(CNC2=NC(=NC=C2C(=O)N)NC=2C=NN(C2)C)C=CC1